Cl.O[C@@H]1C[C@H](NC1)C(=O)NCC1=C(C=C(C=C1)C1=C(N=CS1)C)O (2S,4R)-4-Hydroxy-N-(2-hydroxy-4-(4-methylthiazol-5-yl)benzyl)pyrrolidine-2-carboxamide, hydrochloride